CC=1SC=C(C1NC(COC)C)C (2,4-dimethylthiophen-3-yl)-(2-methoxy-1-methylethyl)amine